N1=CC=C(C=C1)CCSCCOCCSCCC1=CC=NC=C1 1,11-Bis(4-pyridyl)-6-oxa-3,9-dithiaundecan